1-(4-bromobenzyl)-indoline BrC1=CC=C(CN2CCC3=CC=CC=C23)C=C1